ethyl 2-[(3-amino-1-phenyl-propyl)amino]-6-(5,6-dimethoxybenzimidazol-1-yl)pyridine-3-carboxylate hydrochloride Cl.NCCC(C1=CC=CC=C1)NC1=NC(=CC=C1C(=O)OCC)N1C=NC2=C1C=C(C(=C2)OC)OC